N1(CCS(CC1)=O)C(=O)O[C@@H]1CC[C@H](CC1)C(N(C[C@@H]1CC[C@H](CC1)C1=CC(=C(C=C1)OC)C)C1=CC(=CC=C1)C=1C=NN(C1)C1CC1)=O trans-4-((3-(1-Cyclopropyl-1H-pyrazol-4-yl)phenyl)((trans-4-(4-methoxy-3-methylphenyl)cyclohexyl)methyl)carbamoyl)-cyclohexyl thiomorpholine-4-carboxylate 1-oxide